COC(=O)[C@@H]1C([C@H]1C1=CC=C(C=C1)SC)(C)C trans-2,2-dimethyl-3-(4-(methylthio)phenyl)cyclopropanecarboxylic acid methyl ester